2-(5-chloro-2-thienyl)-4-(trifluoromethyl)-1H-imidazole ClC1=CC=C(S1)C=1NC=C(N1)C(F)(F)F